BrC=1C=CC2=C(N(C([C@H](CC2)NC(=O)N2N=CC(=C2)CC2=NC(=CC=C2)F)=O)C)C1 (S)-N-(8-Bromo-1-methyl-2-oxo-2,3,4,5-tetrahydro-1H-benzo[b]azepin-3-yl)-4-((6-fluoropyridin-2-yl)methyl)-1H-pyrazol-1-carboxamid